OCCNC=1C(=NC=2C(=CC(N(C2C1)C)=O)N1CCC(CC1)C=1OC2=C(N1)C=C(C=C2)C)C#N 3-((2-hydroxyethyl)amino)-5-methyl-8-(4-(5-methylbenzo[d]oxazol-2-yl)piperidin-1-yl)-6-oxo-5,6-dihydro-1,5-naphthyridine-2-carbonitrile